C(C#C)OP(=O)(C)CC=CC 2-butenyl-(methyl)phosphinic acid 2-propynyl ester